C(C1=CC=CC=C1)(=O)C1=CC=2C(=NOC2C(=O)NC=2SC(=NN2)SC)C=C1 5-benzoyl-N-(5-(methylthio)-1,3,4-thiadiazol-2-yl)benzo[c]isoxazole-3-carboxamide